4-methoxy-2-[2-(trimethylsilyl)ethynyl]pyridine COC1=CC(=NC=C1)C#C[Si](C)(C)C